ClC1=CC=CC(=N1)C1=CC(=CN1)S(=O)(=O)NC1=C(C=C(C(=C1)F)C(F)(F)F)F 5-(6-chloropyridin-2-yl)-N-(2,5-difluoro-4-(trifluoromethyl)phenyl)-1H-pyrrole-3-sulfonamide